NCCCNCCNCCC#N 3-[2-(3-aminopropylamino)ethylamino]propionitrile